BrC1=CN=C2N1CCN(C2)C=2C=NC=CC2 3-bromo-7-(pyridin-3-yl)-5,6,7,8-tetrahydroimidazo[1,2-a]pyrazine